(1R,5S,6S)-6-({[5-(trifluoromethyl)pyridin-3-yl]oxy}methyl)-3-azabicyclo[3.1.0]hexane hydrochloride Cl.FC(C=1C=C(C=NC1)OCC1[C@H]2CNC[C@@H]12)(F)F